ClC=1C=C(NC2(CCC3(C(CC4=CC=CC=C34)CCCOC3=C4C=CNC4=CC(=C3)C)CC2)C(=O)O)C=CC1 4-(3-Chloroanilino)-2'-{3-[(6-methyl-1H-indol-4-yl)oxy]propyl}-2',3'-dihydrospiro[cyclohexane-1,1'-indene]-4-carboxylic acid